NC1=CC=C(C(=N1)COCC=1C=C(C(=C(C1)NC1=CC(=NC=C1C(=O)NC([2H])([2H])[2H])Cl)OC)C1=NN(C=N1)C)F 4-((5-(((6-Amino-3-fluoropyridin-2-yl)methoxy)methyl)-2-methoxy-3-(1-methyl-1H-1,2,4-triazol-3-yl)phenyl)amino)-6-chloro-N-(methyl-d3)nicotinamide